FC=1C(=C(C(=CC1)F)C=1C(=CNC1C(C1=CC=C(C=C1)CCCOCCOCCOCCOCCNC(OC(C)(C)C)=O)=O)C(=O)O)C 4-(3,6-difluoro-2-methylphenyl)-5-(4-(2,2-dimethyl-4-oxo-3,8,11,14,17-pentaoxa-5-azaicosan-20-yl)benzoyl)-1H-pyrrole-3-carboxylic acid